4,6-Dichloro-3-(4'-(difluoromethoxy)-[1,1'-biphenyl]-4-yl)-7-methoxy-2-methylquinoline ClC1=C(C(=NC2=CC(=C(C=C12)Cl)OC)C)C1=CC=C(C=C1)C1=CC=C(C=C1)OC(F)F